Methyl 2-((tert-butoxycarbonyl)amino)-5-((4-(2-(dimethylamino)-2-oxoethyl)-3-methoxyphenyl)amino)benzoate C(C)(C)(C)OC(=O)NC1=C(C(=O)OC)C=C(C=C1)NC1=CC(=C(C=C1)CC(=O)N(C)C)OC